ClC1=CC(=NC=C1)CN1C(=NC=2N(C(N(C(C12)=O)CCCO)=O)C)OC1=CC(=CC=C1)OC(F)(F)F 7-((4-chloropyridin-2-yl)methyl)-1-(3-hydroxypropyl)-3-methyl-8-(3-(trifluoromethoxy)phenoxy)-1H-purine-2,6(3H,7H)-dione